C(C)(C)(C)OC(=O)NC=1C(=NC(=C(C1)C(F)F)O[C@@H](CC=C)C)C(=O)O 3-(tert-butoxycarbonylamino)-5-(difluoromethyl)-6-[(1R)-1-methylbut-3-enoxy]pyridine-2-carboxylic acid